N'-vinylbenzyl-N-trimethoxysilylpropyl-ethylenediamine C(=C)N(CCNCCC[Si](OC)(OC)OC)CC1=CC=CC=C1